FC=1C=C(C=CC1)SCC=1N(C(C2=C(N1)N(N=C2)C)=O)C2=CC=CC=C2 6-(((3-fluorophenyl)thio)methyl)-1-methyl-5-phenyl-1H-pyrazolo[3,4-d]pyrimidin-4(5H)-one